OC1=CC=C(C=C1)C1=CC=C(S1)C=O 5-(4-hydroxyphenyl)thiophene-2-carboxaldehyde